C1(CC1)C1=NN(C=C1)C1=CC=C(C=N1)S(=O)(=O)NC=1C=CC=C2C=NN(C12)C 6-(3-CYCLOPROPYL-1H-PYRAZOL-1-YL)-N-(1-METHYL-1H-INDAZOL-7-YL)PYRIDINE-3-SULFONAMIDE